FC=1C(=C(C=CC1)N1N=C(C=C1)C(=O)N1CCC2(C(N3[C@H](O2)CC[C@H]3C3=CC(=CC(=C3)F)F)=O)CC1)F (5'S,7a'R)-1-(1-(difluoro-phenyl)-1H-pyrazole-3-carbonyl)-5'-(3,5-difluoro-phenyl)tetrahydro-3'H-spiro[piperidine-4,2'-pyrrolo-[2,1-b]oxazol]-3'-one